C(C)C=1N(C=2N(C(C1N1CCNCC1)=O)N=C(N2)C#CC2(COC2)C)CC(=O)N 2-(5-ethyl-2-((3-methyloxetan-3-yl)ethynyl)-7-oxo-6-(piperazin-1-yl)-[1,2,4]triazolo[1,5-a]pyrimidin-4(7H)-yl)acetamide